C(C)(C)(C)OC(N[C@H]1[C@@H](C[C@@H](CC1)NC1=C2CN(C(C2=CC=C1)=O)C1C(NC(CC1)=O)=O)F)=O ((1R,2R,4R)-4-((2-(2,6-dioxopiperidin-3-yl)-1-oxoisoindolin-4-yl)amino)-2-fluorocyclohexyl)carbamic acid tert-butyl ester